FC(C=1C=C(C=C(C1)C(F)(F)F)N1CCNCC1)(F)F 1-(3,5-bis(trifluoromethyl)phenyl)piperazine